(R)-3-(7-bromo-1H-benzo[d]imidazol-2-yl)-2-methyl-N-((S)-11-oxo-2,3,10,11-tetrahydro-1H,5H-benzo[d]pyrazolo[1,2-a][1,2]diazepin-10-yl)propanamide BrC1=CC=CC2=C1NC(=N2)C[C@H](C(=O)N[C@H]2C1=C(CN3N(C2=O)CCC3)C=CC=C1)C